N1=C(C=CC=2CCCNC12)CCC1CC(C1)OCC[C@H](NC(=O)C1CCCC=2C=NNC12)C(=O)O O-(3-(2-(5,6,7,8-tetrahydro-1,8-naphthyridin-2-yl)ethyl)cyclobutyl)-N-(4,5,6,7-tetrahydro-1H-indazole-7-carbonyl)homoserine